ethyl-3-((1-isopropyl-3-phenyl-1H-pyrazole-5-carboxamido)methyl)-5-(3-methoxybenzyl)-4,5-dihydroisoxazole C(C)C1C(=NOC1CC1=CC(=CC=C1)OC)CNC(=O)C1=CC(=NN1C(C)C)C1=CC=CC=C1